ClC=1C=C(C=CC1)C#CC=1N(C(=C(N1)C#N)C=1C=NC(=CC1)C)C 2-[2-(3-chlorophenyl)ethynyl]-1-methyl-5-(6-methyl-3-pyridinyl)imidazole-4-carbonitrile